2-[(5-bromo-4-cyclopropyl-imidazol-1-yl)methoxy]ethyl-trimethyl-silane BrC1=C(N=CN1COCC[Si](C)(C)C)C1CC1